N=C(C1=CSC(=C1)CNC(=O)[C@H]1N([C@H]2C[C@]2(C1)C)C(CNC(CCOC1=CC=CC=C1)=O)=O)NC(OCC1=CC=CC=C1)=O benzyl (imino(5-(((1S,3S,5S)-5-methyl-2-((3-phenoxypropanoyl)glycyl)-2-azabicyclo-[3.1.0]hexane-3-carboxamido)methyl)thiophen-3-yl)methyl)carbamate